3-(1-(bicyclo[1.1.0]butane-1-carbonyl)pyrrolidin-3-yl)-1-(cyclopropylmethyl)-N-(1-methylcyclopropyl)-2,4-dioxo-1,2,3,4-tetrahydroquinazoline-6-sulfonamide C12(CC2C1)C(=O)N1CC(CC1)N1C(N(C2=CC=C(C=C2C1=O)S(=O)(=O)NC1(CC1)C)CC1CC1)=O